2,2-diphenyl-5-hydroxy-6-morpholinocarbonyl-2H-naphtho[1,2-b]pyran C1(=CC=CC=C1)C1(C=CC2=C(O1)C1=CC=CC=C1C(=C2O)C(=O)N2CCOCC2)C2=CC=CC=C2